6-(2,6-difluorophenyl)-4-((4-(hydroxymethyl)phenyl)amino)pyridazine-3-carboxylic acid methyl ester COC(=O)C=1N=NC(=CC1NC1=CC=C(C=C1)CO)C1=C(C=CC=C1F)F